tert-Butyl (2-(hydroxymethyl)pyrimidin-5-yl)carbamate OCC1=NC=C(C=N1)NC(OC(C)(C)C)=O